Methyl (((3-aminoadamantan-1-yl)oxy)carbonyl)-L-leucinate NC12CC3(CC(CC(C1)C3)C2)OC(=O)N[C@@H](CC(C)C)C(=O)OC